CS(=O)(=O)C1=CC(=C(C=C1)NCC#CC=1N(C=2C=CC=C(C2C1)NC1CCC(CC1)N1CC2(COC2)C1)CC(F)(F)F)C 2-{3-[(4-methane-sulfonyl-2-methyl-phenyl)amino]prop-1-yn-1-yl}-N-[(1R,4R)-4-{2-oxa-6-azaspiro[3.3]heptan-6-yl}cyclohexyl]-1-(2,2,2-trifluoroethyl)-1H-indol-4-amine